tert-butyl (2R,4R)-2-(((S)-1-(((1H-pyrrolo[2,3-b]pyridin-5-yl)methyl)amino)-1-oxopropan-2-yl)carbamoyl)-4-phenylpyrrolidine-1-carboxylate N1C=CC=2C1=NC=C(C2)CNC([C@H](C)NC(=O)[C@@H]2N(C[C@H](C2)C2=CC=CC=C2)C(=O)OC(C)(C)C)=O